1-(pyridin-2-ylmethyl)-1H-pyrazol N1=C(C=CC=C1)CN1N=CC=C1